(3R)-3-(2-methoxy-2-oxo-ethyl)pyrrolidine-1-carboxylic acid tert-butyl ester C(C)(C)(C)OC(=O)N1C[C@H](CC1)CC(=O)OC